NC=1C=C(C=CC1)C1=C(N=C(N1C)SC)C1=CC(=NC=C1)NC(C)=O N-(4-(5-(3-aminophenyl)-1-methyl-2-(methylthio)-1H-imidazol-4-yl)pyridin-2-yl)acetamide